N-(5-((6-((R)-3-(3-chloro-2,4-difluorophenyl)isoxazolidine-2-yl)pyrimidine-4-yl)amino)-4-methoxy-2-((R)-2-methylmorpholino)-phenyl)acrylamide ClC=1C(=C(C=CC1F)[C@@H]1N(OCC1)C1=CC(=NC=N1)NC=1C(=CC(=C(C1)NC(C=C)=O)N1C[C@H](OCC1)C)OC)F